C(C)(C)OC(=O)C1=C(N=C2N(C1C1=CC=C(C=C1)C)C(/C(/S2)=C/C2=CC=C(OCC(=O)O)C=C2)=O)C (Z)-2-(4-((6-(isopropoxycarbonyl)-7-methyl-3-oxo-5-(p-tolyl)-5H-thiazolo[3,2-a]pyrimidin-2(3H)-ylidene)methyl)phenoxy)acetic acid